C(C)(C)OC=1C=C(C=CC1[N+](=O)[O-])P(C)(C)=O (3-isopropoxy-4-nitrophenyl)dimethylphosphine oxide